C(C)C1=C(C=CC(=C1)N1CCN(CC1)CC)NC1=NC=C(C(=N1)NCCCN1C(CCCC1)=O)C(F)(F)F 1-(3-((2-((2-ethyl-4-(4-ethylpiperazin-1-yl)phenyl)amino)-5-(trifluoromethyl)pyrimidin-4-yl)amino)propyl)piperidin-2-one